1-benzyl-N5-cyclobutyl-N3-methyl-2-oxo-1,2-dihydropyridine-3,5-dicarboxamide C(C1=CC=CC=C1)N1C(C(=CC(=C1)C(=O)NC1CCC1)C(=O)NC)=O